CC1=NC(=NC(=C1)C)N1CC2C(C1)CNC2 5-(4,6-dimethylpyrimidin-2-yl)hexahydropyrrolo[3,4-c]pyrrol